C(\C=C\C(=O)OCCC)(=O)OC1CCC(CC1)C(C)C (4-isopropylcyclohexyl) propyl fumarate